C(C)(C)(C)OC(=O)N1CCN(CC1)CCC#CC1=CC=C(C=C1)C1C(NC(CC1)=O)=O 4-{4-[4-(2,6-Dioxopiperidin-3-yl)phenyl]but-3-yn-1-yl}piperazine-1-carboxylic acid tert-butyl ester